(5Z)-5-[(R)-tert-butylsulfinyl]imino-2-methoxy-spiro[7H-cyclopenta[b]pyridine-6,4'-piperidine]-1'-carboxylic acid tert-butyl ester C(C)(C)(C)OC(=O)N1CCC2(CC1)/C(/C=1C(=NC(=CC1)OC)C2)=N/[S@](=O)C(C)(C)C